N1C(=NC2=C1C=CC=C2)C=2C(=NC1=CC(=C(C=C1C2)F)F)NCCN(C)C N1-(3-(1H-benzo[d]imidazol-2-yl)-6,7-difluoroquinolin-2-yl)-N2,N2-dimethylethane-1,2-diamine